CC1=NOC=C1C(=O)O 3-methyl-1,2-oxazole-4-carboxylic acid